N1=CC=C(C=C1)C1=C(N=CC(=N1)C(=O)N)NC1CCOCC1 6-(pyridin-4-yl)-5-((tetrahydro-2H-pyran-4-yl)amino)pyrazine-2-carboxamide